C1=CC(=CC=2OC3=C(C21)C=CC=C3)C3=C(C=CC2=CC=CC=C32)C3=CC=C(C=C3)NC3=CC=CC=C3 [4-{1-(dibenzofuran-3-yl)naphthalen-2-yl}phenyl]phenylamine